(R)-2-(3-(cyclopropyl-(4-methyl-4H-1,2,4-triazol-3-yl)methyl)phenyl)-6-(((1-methylcyclobutyl)amino)methyl)-4-(trifluoromethyl)isoindolin-1-one C1(CC1)[C@H](C=1C=C(C=CC1)N1C(C2=CC(=CC(=C2C1)C(F)(F)F)CNC1(CCC1)C)=O)C1=NN=CN1C